ClC1=NC=CC(=C1C#N)I chloro-4-iodo-pyridine-3-carbonitrile